ClC1=C(C(=C(C(=O)O)C=C1Cl)F)I 4,5-dichloro-2-fluoro-3-iodobenzoic acid